ClC=1C=C(C(=C(C1)OC(C1=CC(=CC=C1)C)=O)OC(C(C)C)=O)C=NC(C(=O)OC)C(C)C.FC(C1=NC(=NO1)C1=CC=C(C=C1)CC(=O)N)(F)F 2-(4-(5-(trifluoromethyl)-1,2,4-oxadiazol-3-yl)phenyl)acetamide 5-chloro-2-(isobutyryl-oxy)-3-((1-methoxy-3-methyl-1-oxobutan-2-ylimino)methyl)phenyl-3-methylbenzoate